(5-fluoro-2-methoxypyridin-4-yl)-1H-pyrazole-3-carboxylic acid FC=1C(=CC(=NC1)OC)N1N=C(C=C1)C(=O)O